1-[2-cyano-4-(trifluoromethyl)phenyl]-4-{2'-ethoxy-[2,3'-bipyridin]-5-yl}-N-[(3R)-1-methylpyrrolidin-3-yl]piperidine-4-carboxamide C(#N)C1=C(C=CC(=C1)C(F)(F)F)N1CCC(CC1)(C(=O)N[C@H]1CN(CC1)C)C=1C=CC(=NC1)C=1C(=NC=CC1)OCC